(2R,3S,4aR,7aS)-2-(4-(cyclopentylamino)phenyl)-1-(2-fluoro-6-methylbenzoyl)-N-(1-methyl-1H-indazol-5-yl)octahydrofuro[3,4-b]pyridine-3-carboxamide C1(CCCC1)NC1=CC=C(C=C1)[C@H]1[C@H](C[C@@H]2[C@H](N1C(C1=C(C=CC=C1C)F)=O)COC2)C(=O)NC=2C=C1C=NN(C1=CC2)C